(methyldimethoxysilylpropyl)-(trimethoxysilyloctyl)amine C[Si](OC)(OC)CCCNCCCCCCCC[Si](OC)(OC)OC